BrC1=C(C(=CC=C1)F)CC(=O)NC1CC(C(CC1)N1CCN(CC1)C(=O)OC(C)(C)C)F tert-butyl 4-[4-[[2-(2-bromo-6-fluorophenyl)acetyl]amino]-2-fluorocyclohexyl]piperazine-1-carboxylate